C1(=CC=CC=C1)C([C@@H](O)[C@@H]1NCCC1)C1=CC=CC=C1 (R)-2,2-diphenyl-1-((R)-pyrrolidin-2-yl)ethanol